CC1=C(C=CC=2N(C=NC21)C2=NC(C(C1=CC=CC=C21)(F)F)(C)C)C 1-(4,5-dimethylbenzoimidazol-1-yl)-4,4-difluoro-3,3-dimethyl-isoquinoline